C(CCC)(=O)[O-].C(CCC)(=O)[O-].C(C)[Sn+2]CC diethyl-tin dibutyrate